S1C(=NN=C1)C1=CN=CC(=N1)N1CC2(C1)CN(CCC2)C=2C=NC(=CC2)C(F)(F)F 2-[6-(1,3,4-thiadiazol-2-yl)pyrazin-2-yl]-6-[6-(trifluoromethyl)pyridin-3-yl]-2,6-diazaspiro[3.5]nonane